CC=1C(=C(C(=O)OC)C=CC1)OCC1(COC1)C methyl 3-methyl-2-((3-methyloxetan-3-yl) methoxy)benzoate